COC1=C(CNC2=NC3=CC(=CC=C3C(=N2)N[C@@](CNC(C)=O)(CCCC)C)F)C=CC(=C1)OC (R)-N-(2-((2-((2,4-dimethoxybenzyl)amino)-7-fluoroquinazolin-4-yl)amino)-2-methylhexyl)acetamide